(S)-2-((1-(3-(3-isopropylphenyl)-1-methyl-1,2,4-triazol-5-yl)ethyl)carbamoyl)-4-methoxypyridin-3-yl propionate C(CC)(=O)OC=1C(=NC=CC1OC)C(N[C@@H](C)C1=NC(=NN1C)C1=CC(=CC=C1)C(C)C)=O